butyl 3-(ethylthiomethyl)azetidine-1-carboxylate C(C)SCC1CN(C1)C(=O)OCCCC